Bis(8-pentyltridecyl)5-{[(1-methylpiperidine-4-carbonyl)oxy]methyl}azelaic acid C(CCCC)C(CCCCCCCC(C(=O)O)(CCC(CCCC(=O)O)COC(=O)C1CCN(CC1)C)CCCCCCCC(CCCCC)CCCCC)CCCCC